C(PCCCCCCCCCCCCCCCC)OB(O)O 2-phospha-octadecylboric acid